1-(3,4-dihydro-1H-2-benzopyran-7-ylmethyl)-N-{[2-fluoro-3-methoxy-6-(4-methyl-1,2,3-triazol-1-yl)phenyl]methyl}-3-(methoxymethyl)pyrazole-4-carboxamide C1OCCC2=C1C=C(C=C2)CN2N=C(C(=C2)C(=O)NCC2=C(C(=CC=C2N2N=NC(=C2)C)OC)F)COC